(R)-N-(4,4-difluoro-1-(oxetan-3-yl)pyrrolidin-3-yl)-5-(1-(2,2-difluoroethyl)-1H-benzo[d][1,2,3]triazol-6-yl)-4-methoxypyrrolo[2,1-f][1,2,4]triazin-2-amine FC1([C@@H](CN(C1)C1COC1)NC1=NN2C(C(=N1)OC)=C(C=C2)C=2C=CC1=C(N(N=N1)CC(F)F)C2)F